(R)-(2-chloro-4-methyl-7,8-dihydro-[1,4]dioxino[2',3':3,4]benzo[1,2-d]thiazol-7-yl)methyl acetate C(C)(=O)OC[C@@H]1OC2=C(C3=C(N=C(S3)Cl)C(=C2)C)OC1